C(C)(C)(C)OC(=O)N1CCN(CCC1)C1=CC(=CC=C1)C1=CC2=C(C(=NO2)NS(=O)(=O)C2=C(C=CC=C2OC)OC)C(=C1)OC.NC=1C=CC(=C(C1)S(=O)(=O)N)C=1C(=NOC1C)C 5-Amino-2-(3,5-dimethyl-1,2-oxazol-4-yl)benzenesulfonamide tert-butyl-4-(3-(3-((2,6-dimethoxyphenyl)sulfonamido)-4-methoxybenzo[d]isoxazol-6-yl)phenyl)-1,4-diazepane-1-carboxylate